4-(1-(1-(4-(trifluoromethyl)benzyl)-1H-indole-7-carboxamido)cyclopropyl)benzoic acid FC(C1=CC=C(CN2C=CC3=CC=CC(=C23)C(=O)NC2(CC2)C2=CC=C(C(=O)O)C=C2)C=C1)(F)F